OCC1=CC=C(NC([C@H](C)NC(OCC2C3=CC=CC=C3C=3C=CC=CC23)=O)=O)C=C1 9H-fluoren-9-ylmethyl N-[(2S)-1-[4-(hydroxymethyl)anilino]-1-oxopropan-2-yl]carbamate